1,3-di-tert-butyl-2,5-bis(2,2,2-trifluoro-ethoxy)benzene C(C)(C)(C)C1=C(C(=CC(=C1)OCC(F)(F)F)C(C)(C)C)OCC(F)(F)F